BrC1=C(C=NN1C1=C2C=CC=NC2=CC=C1)C(=O)NC=1C=NC(=C(C1)Cl)N1N=CC=N1 5-Bromo-N-(5-chloro-6-(2H-1,2,3-triazol-2-yl)pyridin-3-yl)-1-(chinolin-5-yl)-1H-pyrazol-4-carboxamid